BrC=1C(=C(C=CC1)NC(=O)C=1N(C2=C(CN(CC2)C(=O)OC(C)(C)C)N1)C)C tert-butyl 2-(3-bromo-2-methylphenylcarbamoyl)-1-methyl-6,7-dihydro-1H-imidazo[4,5-c]pyridine-5(4H)-carboxylate